N-(5-Chloro-6-(oxazol-2-yl)pyridin-3-yl)-1-(isochinolin-4-yl)-5-(trifluoromethyl)-1H-pyrazol-4-carboxamid ClC=1C=C(C=NC1C=1OC=CN1)NC(=O)C=1C=NN(C1C(F)(F)F)C1=CN=CC2=CC=CC=C12